7-methoxy-4-(methylamino)-1-phenylquinazolin-2(1H)-one COC1=CC=C2C(=NC(N(C2=C1)C1=CC=CC=C1)=O)NC